C(C)(C)(C)OC(=O)NNC(C(=O)OCC)(C)C=1C=NC=CC1 2-(1-ethoxy-1-oxo-2-(pyridin-3-yl)propan-2-yl)hydrazine-1-carboxylic acid tert-butyl ester